C1=CC=CC=2C3=CC=CC=C3C(C12)OC(N(CC(=O)NCN1C(N(CCC1=O)C1=C(C=CC(=C1)I)OC)=O)C)=O (9H-fluoren-9-yl)methyl(2-(((3-(5-iodo-2-methoxyphenyl)-2,6-dioxotetrahydropyrimidine-1(2H)-yl)methyl)amino)-2-oxoethyl)carbamate